(3bR,4aR)-ethyl 1-(2-(tert-butoxy)-2-oxoethyl)-3b,4,4a,5-tetrahydro-1H-cyclopropa-[3,4]cyclopenta[1,2-c]pyrazole-3-carboxylate C(C)(C)(C)OC(CN1N=C(C2=C1C[C@@H]1[C@H]2C1)C(=O)OCC)=O